tert-butyl (S)-2-(1-methyl-5-phenyl-1H-benzo[d]imidazol-2-yl)pyrrolidine-1-carboxylate CN1C(=NC2=C1C=CC(=C2)C2=CC=CC=C2)[C@H]2N(CCC2)C(=O)OC(C)(C)C